4-amino-2-methylbutane NCCC(C)C